N-[(2-aminoquinolin-7-yl)methyl]-N-(4-methyl-1,1-dioxo-2,3-dihydro-1λ6-benzothiophen-7-yl)acetamide NC1=NC2=CC(=CC=C2C=C1)CN(C(C)=O)C1=CC=C(C=2CCS(C21)(=O)=O)C